3-methyl-5-phenylpentyl hexadecanoate C(CCCCCCCCCCCCCCC)(=O)OCCC(CCC1=CC=CC=C1)C